C1(=CC=CC=C1)C1(C(O1)C#N)C1=CC=CC=C1 3,3-Diphenyloxirane-2-carbonitrile